C1(=CCCCCCCCC1)C(C(=O)O)(C1=CCCCCCCCC1)C1=CCCCCCCCC1.C(C)(C)C1=CC=C(C=C1)CC(C=O)C 3-(4-isopropylphenyl)-2-methylpropionaldehyde tricyclodecenyl-acetate